C(N)(=N)N1CCC(=CC1)C1=C(C=C(C(=O)NC2=CC(=C(C=C2)C=2CCN(CC2)C(N)=N)F)C=C1)F 4-(1-carbamimidoyl-1,2,3,6-tetrahydro-pyridin-4-yl)-N-[4-(1-carbamimidoyl-1,2,3,6-tetrahydro-pyridin-4-yl)-3-fluoro-phenyl]-3-fluoro-benzamide